OCCN(C(=O)C1=CN=C(N=N1)N[C@@H]1C[C@H](CC1)NC1=CC=C(C=N1)N1C(C=CC=C1)=O)C N-(2-Hydroxyethyl)-N-methyl-3-(((1S,3S)-3-((2-oxo-2H-[1,3'-bipyridin]-6'-yl)amino)cyclopentyl)amino)-1,2,4-triazine-6-carboxamide